(3R,6R,7R,8E,1S,22S)-6'-chloro-7-methoxy-11-methyl-15,15-dioxo-spiro[20-oxa-15-thia-1,14-diazatetracyclo[14.7.2.03,6.019,24]pentacosa-8,16(25),17,19(24)-tetraene-22,1'-tetralin]-13-one ClC=1C=C2CCC[C@@]3(C2=CC1)COC=1C=CC=2S(NC(CC(C/C=C/[C@H]([C@@H]4CC[C@H]4CN(C3)C1C2)OC)C)=O)(=O)=O